C(CCCCC)[S@](=O)OCC Ethyl (R)-hexane-1-sulfinate